COC=1C=C(\C=N\NC(=O)C2=NC=C(N=C2)C)C=C(C1)OC (E)-N'-(3,5-dimethoxybenzylidene)-5-methylpyrazine-2-carbohydrazide